tert-butyl (1-(4-methoxybenzyl)-3-methyl-2-oxopiperidin-3-yl)carbamate COC1=CC=C(CN2C(C(CCC2)(C)NC(OC(C)(C)C)=O)=O)C=C1